Tert-butyl (2-(4-acetamidobenzamido)-5-fluorophenyl)carbamate C(C)(=O)NC1=CC=C(C(=O)NC2=C(C=C(C=C2)F)NC(OC(C)(C)C)=O)C=C1